5-(4-((1-(4-(5,7-dimethoxy-4-oxo-3,4-dihydroquinazolin-2-yl)phenyl)piperidin-4-yl)methyl)piperazin-1-yl-2,2,3,3,5,5,6,6-d8)-2-(2,6-dioxopiperidin-3-yl)isoindoline-1,3-dione COC1=C2C(NC(=NC2=CC(=C1)OC)C1=CC=C(C=C1)N1CCC(CC1)CN1C(C(N(C(C1([2H])[2H])([2H])[2H])C=1C=C2C(N(C(C2=CC1)=O)C1C(NC(CC1)=O)=O)=O)([2H])[2H])([2H])[2H])=O